(1S,2S)-2-methoxycarbonylcyclopropanecarboxylic acid COC(=O)[C@@H]1[C@H](C1)C(=O)O